LITHIUM SULPHUR 2-isopropyl-2,3-dihydro-1H-pyrrolo[3,4-c]pyridine-6-carbonitrile C(C)(C)N1CC=2C=NC(=CC2C1)C#N.[S].[Li]